CC(COC1=CC=CC=C1)O phenoxyisopropanol